ClC1=C(C=O)C=CC(=N1)Cl 2,6-Dichloronicotinaldehyde